N1CCC=2C1=NC=C(C2)C=O 2,3-DIHYDRO-1H-PYRROLO[2,3-B]PYRIDINE-5-CARBALDEHYDE